NC(C(=O)N(CC(CC)C)CC(OCC)OCC)=CO 2-amino-N-(2,2-diethoxyethyl)-3-hydroxy-N-(2-methylbutyl)acrylamide